7-((3-(2,6-dioxopiperidin-3-yl)phenyl)amino)-N,N-diisopropylheptanamide O=C1NC(CCC1C=1C=C(C=CC1)NCCCCCCC(=O)N(C(C)C)C(C)C)=O